FC=1C=C2C3[C@H](CN4C2=C(C1F)C=C4)NC(O3)=O (7aS)-2,3-difluoro-7a,10a-dihydro-7H-oxazolo[4,5-c]pyrrolo[3,2,1-ij]quinolin-9(8H)-one